(S)-N1-(2-aminoethyl)-N4-(4-((2-(2-cyano-4,4-difluoropyrrolidin-1-yl)-2-oxoethyl)carbamoyl)quinolin-6-yl)-N4-methylsuccinamide NCCNC(CCC(=O)N(C)C=1C=C2C(=CC=NC2=CC1)C(NCC(=O)N1[C@@H](CC(C1)(F)F)C#N)=O)=O